(2R,3R)-2-(2,5-difluorophenyl)-3-((1-(pyridin-4-yl)butan-2-yl)disulfaneyl)-1-(1H-1,2,4-triazol-1-yl)butan-2-ol FC1=C(C=C(C=C1)F)[C@@](CN1N=CN=C1)([C@@H](C)SSC(CC1=CC=NC=C1)CC)O